N-[(1S)-[(3,3-difluoro-1-piperidinyl)methyl]-1,3-dimethyl-butyl]-8-fluoro-quinoline-3-carboxamide FC1(CN(CCC1)C[C@@](CC(C)C)(C)NC(=O)C=1C=NC2=C(C=CC=C2C1)F)F